ethyl (E)-8-chloro-2-((1-(dimethylamino)ethylidene)amino)-1,7-naphthyridine-3-carboxylate ClC=1N=CC=C2C=C(C(=NC12)/N=C(\C)/N(C)C)C(=O)OCC